8-methoxy-5-(1H-pyrazol-1-yl)-2-naphthoic acid COC=1C=CC(=C2C=CC(=CC12)C(=O)O)N1N=CC=C1